ClC1=CC=C(C=N1)CN1C(CCC1=O)CC(=O)O 2-[1-[(6-chloropyridin-3-yl)methyl]-5-oxopyrrolidin-2-yl]acetic acid